C(C)(C)(C)OC(=O)N1CC2=CC=CC(=C2CC1)[C@@H](CC(=O)N1C(OC[C@@H]1CC1=CC=CC=C1)=O)CC.CC1=NOC(=C1)CC(=O)N 2-(3-methylisoxazol-5-yl)acetamide tert-Butyl-5-[(3R)-1-[(4S)-4-benzyl-2-oxo-1,3-oxazolidin-3-yl]-1-oxopentan-3-yl]-3,4-dihydro-1H-isoquinoline-2-carboxylate